1-(2-hydroxy-4-methoxyphenyl)-3-(4-hydroxyphenyl)propan-1-one OC1=C(C=CC(=C1)OC)C(CCC1=CC=C(C=C1)O)=O